C(CCC)C1N(S(C2=C(N(C1)C1=CC=CC=C1)C=C(C(=C2)C2(CC2)/C=C(\C(=O)OCC)/F)SC)(=O)=O)C ethyl (E)-3-(1-(3-butyl-2-methyl-7-(methylthio)-1,1-dioxido-5-phenyl-2,3,4,5-tetrahydrobenzo[f][1,2,5]thiadiazepin-8-yl)cyclopropyl)-2-fluoroacrylate